C(=O)C=1C(=C(C(=O)OCOC)C(=C(C1O)C)C)C methoxymethyl 3-formyl-4-hydroxy-2,5,6-trimethylbenzoate